5-(2,4-dioxo-1,3-oxazolidin-5-yl)-[1,2,4]triazolo[1,5-a]pyridin-8-yl 4-{[(1Z)-{[(tert-butoxy)carbonyl]amino}({[(tert-butoxy)carbonyl]imino}) methyl]amino}benzoate C(C)(C)(C)OC(=O)N\C(=N/C(=O)OC(C)(C)C)\NC1=CC=C(C(=O)OC=2C=3N(C(=CC2)C2C(NC(O2)=O)=O)N=CN3)C=C1